6-methoxy-N2-(2-methoxyethyl)-N4-(piperazin-1-ylmethyl)-7-(3-(pyrrolidin-1-yl)propoxy)quinazoline-2,4-diamine COC=1C=C2C(=NC(=NC2=CC1OCCCN1CCCC1)NCCOC)NCN1CCNCC1